1-(3-((5-amino-8-iodopyrido[4,3-d]pyrimidin-2-yl)amino)pyrrolidin-1-yl)ethan-1-one NC1=NC=C(C=2N=C(N=CC21)NC2CN(CC2)C(C)=O)I